C(C)(=O)NC=1N=C2N(N=C(C=C2)C=2C=C(C(=NC2)C(F)(F)F)C(=O)NCC2=C(C=CC(=C2)C(F)(F)F)F)C1 5-{2-acetamidoimidazo[1,2-b]pyridazin-6-yl}-N-{[2-fluoro-5-(trifluoromethyl)phenyl]methyl}-2-(trifluoromethyl)pyridine-3-carboxamide